C(C=C)N1[C@H]([C@H]2CC[C@@H](C1)N2C(=O)OC(C)(C)C)C(=C)C tert-butyl (1R,2S,5S)-3-allyl-2-(prop-1-en-2-yl)-3,8-diazabicyclo[3.2.1]octane-8-carboxylate